ClC=1C=NN(C(C1Cl)=O)[C@@H](C(=O)NC1=CC(=C(C=C1)C)S(=O)(=O)N1CCN(CCC1)C)C |r| (rac)-2-(4,5-dichloro-6-oxopyridazin-1(6H)-yl)-N-(4-methyl-3-((4-methyl-1,4-diazepan-1-yl)sulfonyl)phenyl)propanamide